3-cyclopropyl-4-(3-(fluoromethyl)-4-(methylsulfonyl)phenyl)-1H-pyrazolo[4,3-c]pyridine C1(CC1)C1=NNC2=C1C(=NC=C2)C2=CC(=C(C=C2)S(=O)(=O)C)CF